Ethyl 2-(2-formyl-4-isopropoxy-5-methoxy-phenyl)acetate C(=O)C1=C(C=C(C(=C1)OC(C)C)OC)CC(=O)OCC